CC=1OC(=CN1)C=1C=C2C=C(N=CC2=CC1)NC(CN1CCOCC1)=O N-(6-(2-methyloxazol-5-yl)isoquinolin-3-yl)-2-morpholinylacetamide